N-(4-methoxy-3-aminophenyl)-5-(3,4,5-trimethoxyphenyl)-[1,2,4]triazolo[1,5-c]pyrimidin-2-amine COC1=C(C=C(C=C1)NC1=NN2C(=NC=CC2=N1)C1=CC(=C(C(=C1)OC)OC)OC)N